C(C)(C)(C)OC(=O)NC1(CC2=CC(=CC=C2CC1)OC1=C(C=CC=C1)C1=CC(=CC(=C1)F)Cl)C(=O)OC methyl 2-((tert-butoxycarbonyl)amino)-7-((3'-chloro-5'-fluoro-[1,1'-biphenyl]-2-yl)oxy)-1,2,3,4-tetrahydronaphthalene-2-carboxylate